CCCC/C=C\\C/C=C\\C/C=C\\CCCCCC(=O)CC(=O)SCCNC(=O)CCNC(=O)[C@@H](C(C)(C)COP(=O)([O-])OP(=O)([O-])OC[C@@H]1[C@H]([C@H]([C@@H](O1)N2C=NC3=C(N=CN=C32)N)O)OP(=O)([O-])[O-])O The molecule is a 3-oxo-fatty acyl-CoA(4-) arising from deprotonation of the phosphate and diphosphate functions of (9Z,12Z,15Z)-3-oxoicosatrienoyl-CoA. It is a conjugate base of a (9Z,12Z,15Z)-3-oxoicosatrienoyl-CoA.